Methyl-5-amino-2-chloro-4-iodo-benzoic acid CC=1C(=C(C(=O)O)C=C(C1I)N)Cl